N-(2,4-dimethyl-5-nitro-phenyl)-2-[3-methyl-5-(1-piperidylsulfonyl)indol-1-yl]propanamide CC1=C(C=C(C(=C1)C)[N+](=O)[O-])NC(C(C)N1C=C(C2=CC(=CC=C12)S(=O)(=O)N1CCCCC1)C)=O